C(C=CC)#N Butenenitrile